FC(F)SC=1C=C(OC2=CC(=C(C=C2C)N=CN(C)CC)C)C=CC1 N'-(4-{3-[(difluoro-methyl)sulfanyl]phenoxy}-2,5-dimethylphenyl)-N-ethyl-N-methylimidoformamide